2-(1-((6-(3,5-dichlorophenyl)-3-fluoro-2-((6-(4-methylpiperazin-1-yl)pyridazin-3-yl)oxy)pyridin-4-yl)methyl)piperidin-4-yl)acetic acid ClC=1C=C(C=C(C1)Cl)C1=CC(=C(C(=N1)OC=1N=NC(=CC1)N1CCN(CC1)C)F)CN1CCC(CC1)CC(=O)O